C(C)(C)(C)NC(CN(C=1C2=C(N=C(N1)C1=NC=CC(=C1)OCC(C(F)(F)F)O)CCC2)C)=O N-tert-butyl-2-[methyl({2-[4-(3,3,3-trifluoro-2-hydroxypropoxy)pyridin-2-yl]-5H,6H,7H-cyclopenta[d]pyrimidin-4-yl})amino]acetamide